4-(1-cyclohexyl-4-(4-fluorophenyl)-2-methyl-1H-imidazol-5-yl)-1H-pyrrolo[2,3-b]Pyridine C1(CCCCC1)N1C(=NC(=C1C1=C2C(=NC=C1)NC=C2)C2=CC=C(C=C2)F)C